[N+](=[N-])=CC(CC[C@@H](C(=O)OC)NC(COC(C)C)=O)=O methyl (S)-6-diazo-2-(2-isopropoxyacetamido)-5-oxohexanoate